ClC1=CC=C(CN(S(=O)(=O)C2=C(C(=C(C(=C2F)F)F)F)F)CC(=O)N(CC2=CC(=CC(=C2)O)O)C2=CC(=C(C(=O)O)C=C2)O)C=C1 4-(2-(N-(4-chlorobenzyl)-(2,3,4,5,6-pentafluorophenyl)sulfonamido)-N-(3,5-dihydroxybenzyl)acetamido)-2-hydroxybenzoic acid